NCC=1C(=C(C#N)C=CC1)F 3-(aminomethyl)-2-fluorobenzonitrile